O=C1SC2=C(N1CC(=O)N)C=CC=C2 2-(2-OXO-1,3-benzothiazol-3(2H)-yl)acetamide